CC1=NOC(=C1C=1OC=2N=C(N=CC2N1)N1CCC2(CC1)[C@@H](C1=CC=CC=C1C2)N)C (S)-1'-(2-(3,5-dimethylisoxazol-4-yl)oxazolo[5,4-d]pyrimidin-5-yl)-1,3-dihydrospiro[inden-2,4'-piperidin]-1-amine